2-[5-[(3R)-3-amino-5-[(4-chlorophenyl)methyl]-8-fluoro-1,1,4-trioxo-2,3-dihydro-1lambda6,5-benzothiazepin-7-yl]-1,3,4-oxadiazol-2-yl]propanenitrile N[C@H]1CS(C2=C(N(C1=O)CC1=CC=C(C=C1)Cl)C=C(C(=C2)F)C2=NN=C(O2)C(C#N)C)(=O)=O